COC1=C(C=CC=C1[N+](=O)[O-])C1=NN(C=N1)CCOC 3-(2-methoxy-3-nitrophenyl)-1-(2-methoxyethyl)-1H-1,2,4-triazole